potassium perfluorophenylimidazole salt FN1C(=NC(=C1F)F)C1=C(C(=C(C(=C1F)F)F)F)F.[K]